((2S,5R)-5-ethyl-2-methyl-4-(1-(quinoxalin-6-yl)ethyl)piperazin-1-yl)-5-methyl-6-oxo-5,6-dihydroimidazo[1,2-b]pyridazine-2-carbaldehyde O-methyloxime CON=CC=1N=C2N(N(C(C=C2)=O)C)C1N1[C@H](CN([C@@H](C1)CC)C(C)C=1C=C2N=CC=NC2=CC1)C